4,6-bis(N-butyl-1-propoxy-2,2,6,6-tetramethyl-4-piperidylamino)-2-chloro-1,3,5-triazine C(CCC)N(C1=NC(=NC(=N1)N(CCCC)C1CC(N(C(C1)(C)C)OCCC)(C)C)Cl)C1CC(N(C(C1)(C)C)OCCC)(C)C